1-(4-((6-amino-5-cyanopyrimidin-4-yl)oxy)-2-methylphenyl)-3-(3-(tert-butyl)-1-(4-morpholinophenyl)-1H-pyrazol-5-yl)urea NC1=C(C(=NC=N1)OC1=CC(=C(C=C1)NC(=O)NC1=CC(=NN1C1=CC=C(C=C1)N1CCOCC1)C(C)(C)C)C)C#N